Cl.O1C(=NC=C1)NC(=O)NCCC1=CC=CC=C1 1-(oxazol-2-yl)-3-phenethylurea hydrochloride